N,N-diethyl-glycolamide C(C)N(C(CO)=O)CC